C(C)OC(C1=CC=C(C=C1)C[C@H]1CO[C@@H]([C@H]1COC(\C(=C/C)\C)=O)C1=CC(=C(C=C1)OC)OC)=O Ethyl-4-(((3R,4R,5S)-5-(3,4-dimethoxyphenyl)-4-((((Z)-2-methylbut-2-enoyl)-oxy)methyl) tetrahydrofuran-3-yl)methyl)benzoate